FC=1C(=C(C=CC1F)[C@H]1[C@@H](O[C@H](C1)C(F)(F)F)C(=O)NC1=CC(=NC=C1)C(=O)N)OC |o1:8,9,11| rel-(2R,3S,5R)-4-[[3-(3,4-difluoro-2-methoxy-phenyl)-5-(trifluoromethyl)tetrahydrofuran-2-carbonyl]amino]pyridine-2-carboxamide